4-bromo-1-(tetrahydro-2H-pyran-2-yl)-1,5,6,7-tetrahydrocyclopenta[f]indazole-5-carbonitrile BrC1=C2C=NN(C2=CC2=C1C(CC2)C#N)C2OCCCC2